C(C)(C)(C)C1N2C(C3=CC(=C(C=C3C1)C=1C=NN(C1)CCN1CCOCC1)OC)=CC(C(=C2)C(=O)OCC)=O ethyl 6-tert-butyl-10-methoxy-9-[1-(2-morpholinoethyl)-1H-pyrazol-4-yl]-2-oxo-6,7-dihydro-2H-pyrido[2,1-a]isoquinoline-3-carboxylate